C1(=CC=CC=C1)S(=O)(=O)N1C=CC=2C1=NC=C(C2)C#N 1-(benzenesulfonyl)-1H-pyrrolo[2,3-b]pyridine-5-carbonitrile